4-((7-Chloro-5-ethyl-1-methyl-4-oxo-4,5-dihydro-1H-pyrrolo[3,2-c]pyridin-3-yl)amino)-6-((6-cyanopyridin-2-yl)amino)-N-(methyl-d3)nicotinamide ClC=1C2=C(C(N(C1)CC)=O)C(=CN2C)NC2=CC(=NC=C2C(=O)NC([2H])([2H])[2H])NC2=NC(=CC=C2)C#N